ClC1=C(C=C(OCCCC2=C(N(C3=C(C=CC=C23)C=2C(=NNC2C)C)C)C(=O)O)C=C1C)C 3-(3-(4-chloro-3,5-dimethylphenoxy)propyl)-7-(3,5-dimethyl-1H-pyrazol-4-yl)-1-methyl-1H-indole-2-carboxylic acid